N-(4-(2-methoxyethoxy)-2-(thiazol-5-yl)quinolin-6-yl)-2-propoxypropionamide COCCOC1=CC(=NC2=CC=C(C=C12)NC(C(C)OCCC)=O)C1=CN=CS1